3,3-difluoro-N-(2-(2-((4-(4-methylpiperazin-1-yl)phenyl)amino)quinazolin-8-yl)pyridin-4-yl)acrylamide FC(=CC(=O)NC1=CC(=NC=C1)C=1C=CC=C2C=NC(=NC12)NC1=CC=C(C=C1)N1CCN(CC1)C)F